pentaerythritol di-pivalate C(C(C)(C)C)(=O)OCC(COC(C(C)(C)C)=O)(CO)CO